C(#N)C(NC(=O)[C@@H]1[C@H]2C([C@H]2CN1C([C@H](C(C)(C)C)NC(C(F)(F)F)=O)=O)(C)C)C=1C=NC=CC1OC(C)C (1R,2S,5S)-N-(cyano(4-isopropoxypyridin-3-yl)methyl)-3-((S)-3,3-dimethyl-2-(2,2,2-trifluoroacetamido)butanoyl)-6,6-dimethyl-3-azabicyclo[3.1.0]hexane-2-carboxamide